ethylpyridine-3-carboxylate C(C)OC(=O)C=1C=NC=CC1